N-[5-[2-(2-aminoethoxy)phenyl]-2,4-difluorophenyl]-3-chloro-5-(hydrazinecarbonyl)-2-methoxybenzenesulfonamide hydrochloride Cl.NCCOC1=C(C=CC=C1)C=1C(=CC(=C(C1)NS(=O)(=O)C1=C(C(=CC(=C1)C(=O)NN)Cl)OC)F)F